4,5-dimethyl-6-[3-(2-methyl-4-pyridyl)-7,8-dihydro-5H-1,6-naphthyridin-6-yl]-N-(4-pyridylmethyl)pyridazine-3-carboxamide CC1=C(N=NC(=C1C)N1CC=2C=C(C=NC2CC1)C1=CC(=NC=C1)C)C(=O)NCC1=CC=NC=C1